C1(CC1)NC(=O)C=1C=C(C2=C(C(CO2)C2CCOCC2)C1)C(=O)NC N5-cyclopropyl-N7-methyl-3-(tetrahydro-2H-pyran-4-yl)-2,3-dihydrobenzofuran-5,7-dicarboxamide